(R)-(7-Bromo-4-fluoro-1H-benzo[d]imidazol-2-yl)(5-methyl-7,8-dihydro-1,6-naphthyridin-6(5H)-yl)methanone BrC1=CC=C(C2=C1NC(=N2)C(=O)N2[C@@H](C=1C=CC=NC1CC2)C)F